2-Methoxy-5-[[(1R)-1-(3,6-dimethyl-4-oxo-2-phenyl-chromen-8-yl)ethyl]amino]pyrimidine-4-carboxylic acid COC1=NC=C(C(=N1)C(=O)O)N[C@H](C)C=1C=C(C=C2C(C(=C(OC12)C1=CC=CC=C1)C)=O)C